N-(3-((7-(bis(2-hydroxyethyl)amino)pyrimido[4,5-d]pyrimidin-4-yl)amino)-4-methylphenyl)-isonicotinamide OCCN(C1=NC=C2C(=N1)N=CN=C2NC=2C=C(C=CC2C)NC(C2=CC=NC=C2)=O)CCO